ClC1=C(C=C(C=C1)N1CC2(C=3C1=NC=C(N3)S(=O)(=O)Cl)CC(C2)(C)C)F 5'-(4-chloro-3-fluorophenyl)-3,3-dimethyl-5',6'-dihydrospiro[cyclobutane-1,7'-pyrrolo[2,3-b]pyrazine]-2'-sulfonyl chloride